2-methylbenzo[e]indene CC=1CC=2C=CC3=C(C2C1)C=CC=C3